C(C)(C)(C)OC(=O)N1CC(C(CC1)N1CC2=CC=C(C=C2CC1)Br)(F)F 4-(6-bromo-3,4-dihydroisoquinolin-2(1H)-yl)-3,3-difluoropiperidine-1-carboxylic acid tert-butyl ester